tert-butyl 3-(5-chloro-2-(methylthio)pyrimidin-4-yl)-6,7-dihydropyrazolo[1,5-a]pyrazine-5(4H)-carboxylate ClC=1C(=NC(=NC1)SC)C=1C=NN2C1CN(CC2)C(=O)OC(C)(C)C